BrC1=CC(=C(CC2CN(C2)C(=O)OC(C)(C)C)C=C1)C tert-butyl 3-(4-bromo-2-methylbenzyl)azetidine-1-carboxylate